hafnium tetrakis(ethylmethyl-amide) C(C)[N-]C.C(C)[N-]C.C(C)[N-]C.C(C)[N-]C.[Hf+4]